methyl 4-(4-amino-2-fluorophenyl)-2,5-dihydrofuran-3-carboxylate NC1=CC(=C(C=C1)C1=C(COC1)C(=O)OC)F